FC(OC1=C(C(=O)O)C(=CC(=C1)C=1N(N=C2C=C(C=C(C12)OC(F)F)B1OC(C(O1)(C)C)(C)C)C)OC)F 2-(difluoromethoxy)-4-[4-(difluoromethoxy)-2-methyl-6-(4,4,5,5-tetramethyl-1,3,2-dioxaborolan-2-yl)indazol-3-yl]-6-methoxybenzoic acid